2-(4-(6-Methoxy-5-(6-(trifluoromethyl)picolinamido)-2H-indazol-2-yl)piperidin-1-yl)ethane COC=1C(=CC2=CN(N=C2C1)C1CCN(CC1)CC)NC(C1=NC(=CC=C1)C(F)(F)F)=O